N-(5-CHLORO-6-(2H-1,2,3-TRIAZOL-2-YL)PYRIDIN-3-YL)-4-METHOXY-3-PHENYLISOTHIAZOLE-5-CARBOXAMIDE ClC=1C=C(C=NC1N1N=CC=N1)NC(=O)C1=C(C(=NS1)C1=CC=CC=C1)OC